2-Methylnonacosane CC(C)CCCCCCCCCCCCCCCCCCCCCCCCCCC